3-((3-hydroxy-2-(4-methylisoxazol-5-yl)pyridin-4-yl)amino)-4-((2,6,6-trimethyl-4,5,6,7-tetrahydrobenzofuran-7-yl)amino)cyclobut-3-ene-1,2-dione OC=1C(=NC=CC1NC=1C(C(C1NC1C(CCC=2C=C(OC21)C)(C)C)=O)=O)C2=C(C=NO2)C